2-(3-(4-bromophenyl) azetidin-1-yl)-2-oxoethyl acetate C(C)(=O)OCC(=O)N1CC(C1)C1=CC=C(C=C1)Br